6-chloro-N-[5-(2,2-difluoroethyl)-4,6-dimethoxy-pyrimidin-2-yl]-7-phenyl-1H-indole-3-sulfonamide ClC1=CC=C2C(=CNC2=C1C1=CC=CC=C1)S(=O)(=O)NC1=NC(=C(C(=N1)OC)CC(F)F)OC